4'-(7-aza-benzoxazol-2-yl)-biphenyl-4-yl-(4-naphthalene-2-yl-phenyl)-(4-phenanthrene-9-yl-phenyl)-amine O1C(=NC2=C1N=CC=C2)C2=CC=C(C=C2)C2=CC=C(C=C2)N(C2=CC=C(C=C2)C=2C1=CC=CC=C1C=1C=CC=CC1C2)C2=CC=C(C=C2)C2=CC1=CC=CC=C1C=C2